4-Methyl-3-[4-(5-methylpyridin-3-yl)-1H-pyrazol-1-yl]-N-[4-(trifluoromethyl)pyridin-2-yl]benzamide CC1=C(C=C(C(=O)NC2=NC=CC(=C2)C(F)(F)F)C=C1)N1N=CC(=C1)C=1C=NC=C(C1)C